FC(C1=CC(=C(COC2=CC=CC(=N2)C2=CC(=C(CC3=NC4=C(N3[C@H]3COCC3(C)C)C=C(C=C4)C(=O)O)C=C2F)F)C=C1)F)F (R)-2-(4-(6-((4-(difluoromethyl)-2-fluorobenzyl)oxy)pyridin-2-yl)-2,5-difluorobenzyl)-1-(4,4-dimethyltetrahydrofuran-3-yl)-1H-benzo[d]imidazole-6-carboxylic acid